Cl.C12NCC(C(C1)OC(=O)C1=CC3=C(N=C(O3)C3=CC(=CC(=C3)Cl)Cl)C=C1)CC2 2-(3,5-dichlorophenyl)benzo[d]oxazole-6-carboxylic acid 2-azabicyclo[2.2.2]octane-5-yl ester hydrochloride